OC1=C(C=C(C=C1C(C)(C)C)C(C)(C)C)NC1C(C=CC2=CC=CC=C12)=O ((2-hydroxy-3,5-di-tert-butylphenyl)-amino)naphthalen-2-one